C(C)(=O)O[C@H]1CC[C@@]2([C@H]3CC[C@]4([C@H]([C@@H]3C(C=C2C1)=O)CC[C@@H]4[C@@H](CCCC(=O)OC)C)C)C Methyl (5R)-5-[(1R,3aS,3bS,7S,9aR,9bS,11aR)-7-acetoxy-9a,11a-dimethyl-4-oxo-2,3,3a,3b,4,6,7,8,9,9a,9b,10,11,11a-tetradecahydro-1H-cyclopenta[1,2-a]phenanthren-1-yl]hexanoate